BENZOPYRAN O1CC=CC2=C1C=CC=C2